COCC1NCC2(C1)CCN(CC2)C=2C1=C(N=C(N2)C2=CC=NC=C2)C=NC=C1 4-(3-(methoxymethyl)-2,8-diazaspiro[4.5]decan-8-yl)-2-(pyridin-4-yl)pyrido[3,4-d]pyrimidine